bis-allyl-propylene glycol sodium [Na].C(C=C)C(C(C)O)(CC=C)O